Bis(5-cyclohexyl-4-hydroxy-3-methylphenyl)-4-hydroxyphenylmethane C1(CCCCC1)C=1C(=C(C=C(C1)C(C1=CC=C(C=C1)O)C1=CC(=C(C(=C1)C1CCCCC1)O)C)C)O